C(C)(=O)N[C@H](C(=O)NC(C(=O)NCC=1C=C(OCCC2CN(CCC2)C(=O)OC(C)(C)C)C=CC1C)CCC=1SC=CN1)CC(=O)OC(C)(C)C tert-butyl 3-(2-(3-((2-((S)-2-acetamido-4-(tert-butoxy)-4-oxobutanamido)-4-(thiazol-2-yl)butanamido)methyl)-4-methylphenoxy)ethyl)piperidine-1-carboxylate